COC1=C(C=CC(=N1)N1CCC(CC1)N1CCN(CC1)C)C 6-methoxy-5-methyl-2-(4-(4-methylpiperazin-1-yl)piperidin-1-yl)pyridine